COCC(C)(C)N1N=CC(=C1)C(=O)O 1-(1-methoxy-2-methylpropan-2-yl)-1H-pyrazole-4-carboxylic acid